O1NC=NC=2C=CC=3CCNC3C21 [1,2,4]oxadiazinoindoline